CC1OC(CCOC(CC1OC(C(C)C)=O)=O)=O 6-methyl-4,9-diOxo-1,5-dioxacyclononan-7-yl-2-methylpropionate